N-(3-((4-fluorophenyl)sulfonamido)-4-hydroxyphenyl)-3-methoxy-4'-(trifluoromethyl)-[1,1'-biphenyl]-4-carboxamide FC1=CC=C(C=C1)S(=O)(=O)NC=1C=C(C=CC1O)NC(=O)C1=C(C=C(C=C1)C1=CC=C(C=C1)C(F)(F)F)OC